6-octyl-4-phenylquinolin C(CCCCCCC)C=1C=C2C(=CC=NC2=CC1)C1=CC=CC=C1